(1R,8R,9R,10R,11S,12R,Z)-8-amino-3-(hydroxymethyl)-13-oxa-2-thiabicyclo[7.3.1]tridec-5-ene-10,11,12-triol formate C(=O)O.N[C@@H]1C\C=C/CC(S[C@@H]2[C@@H]([C@H]([C@H]([C@@H]1O2)O)O)O)CO